C(=O)OCC(CCCC)CC formic acid, 2-ethylhexyl ester